C1(CC1)C=1C(=NSC1C(=O)NC=1C=C2C(=NC1)C(N(C2)C)=O)C2=CC=CC=C2 4-CYCLOPROPYL-N-(6-METHYL-7-OXO-6,7-DIHYDRO-5H-PYRROLO[3,4-B]PYRIDIN-3-YL)-3-PHENYLISOTHIAZOLE-5-CARBOXAMIDE